C[Si](C)(C)N[Si](C)(C)C 1,1,1-trimethyl-N-(trimethylsilyl)silanylamine